racemic-cis-1-benzyloxycarbonyl-4-ethylpyrrolidine-3-carboxylic acid C(C1=CC=CC=C1)OC(=O)N1C[C@H]([C@H](C1)CC)C(=O)O |r|